1-methyl-4-[({2-[4-(1H-pyrazol-3-yl)benzoyl]cyclohexyl}carbonyl)amino]-1H-pyrazole-3-carboxamide CN1N=C(C(=C1)NC(=O)C1C(CCCC1)C(C1=CC=C(C=C1)C1=NNC=C1)=O)C(=O)N